1,3-bis(2-(4-glycidoxyphenyl)-2-Propyl)benzene C(C1CO1)OC1=CC=C(C=C1)C(C)(C)C1=CC(=CC=C1)C(C)(C)C1=CC=C(C=C1)OCC1CO1